sulfonylpyridazinone S(=O)(=O)=C1C(N=NC=C1)=O